5-fluoro-3-(2-(propylamino)ethyl)-1H-indol-4-ol FC1=C(C=2C(=CNC2C=C1)CCNCCC)O